ClC1=CC=C(C=C1)N1CCN(CC1)C=1N=C(C2=C(N1)CCS2)Cl 4-(4-chlorophenyl)-piperazine-1-yl-4-chloro-6,7-dihydrothieno[3,2-d]pyrimidine